C(=C)C(=O)C(C(=O)[O-])=C vinyl-carbonyl-acrylate